2-(2-chloroethoxy)benzenesulfonamide ClCCOC1=C(C=CC=C1)S(=O)(=O)N